2-((1s,4s)-4-hydroxy-4-methylcyclohexyl)isoindoline-1,3-dione OC1(CCC(CC1)N1C(C2=CC=CC=C2C1=O)=O)C